C(C1=CC=CC=C1)OC(=O)N1C(CNCC1)C[C@@H]1OC[C@@H](CC1)CO (((2r,5s)-5-(hydroxymethyl)tetrahydro-2H-pyran-2-yl)methyl)piperazine-1-carboxylic acid benzyl ester